ClC1=CC=C(C=C1)C1=C(C(=NC=2C3=C(CCC12)C=CC=C3)C3=CC=CC=C3)F 4-(4-chlorophenyl)-3-fluoro-2-phenyl-5,6-dihydrobenzo[h]quinoline